hexafluoropropyl-ethylene glycol FC(C(F)(F)C(CO)O)C(F)(F)F